6-bromo-5-methanesulfonyl-pyridine-2-carboxylic acid methyl ester COC(=O)C1=NC(=C(C=C1)S(=O)(=O)C)Br